methacryloxyethyl-m-chlorobenzyl-dimethyl-ammonium chloride [Cl-].C(C(=C)C)(=O)OCC[N+](C)(C)CC1=CC(=CC=C1)Cl